5-amino-N-(3-(4-(2,4-difluorophenyl)piperazin-1-yl)benzyl)-7-fluoroimidazo[1,2-c]quinazoline-2-carboxamide NC1=NC=2C(=CC=CC2C=2N1C=C(N2)C(=O)NCC2=CC(=CC=C2)N2CCN(CC2)C2=C(C=C(C=C2)F)F)F